[2H5]amphetamine N(C(C([2H])[2H])(CC1=CC=CC=C1)[2H])([2H])[2H]